FC1=CC=C(C=C1)C(N1CCN(CC1)C(=O)OC(C)(C)C)C1=CC=C(C=C1)F tert-butyl 4-(bis(4-fluorophenyl)methyl)piperazine-1-carboxylate